methyl 4-amino-1-methylimidazo[1,5-a]pyrido[3,4-e]pyrazine-8-carboxylate NC=1C=2N(C3=C(N1)C=NC(=C3)C(=O)OC)C(=NC2)C